CC=1C=NC2=CC=CC(=C2C1)C 3,5-dimethylquinolin